(Z)-2-cyano-3-hydroxy-3-(5-methylisoxazol-4-yl)-N-(4-pyridyl)prop-2-enamide C(#N)/C(/C(=O)NC1=CC=NC=C1)=C(\C=1C=NOC1C)/O